((1R,2S,4S)-7-oxabicyclo[2.2.1]hept-2-yl)((5S,7S)-7-fluoro-5-phenyl-6,7-dihydro-5H-pyrrolo[1,2-b][1,2,4]triazol-2-yl)methanone [C@H]12[C@H](C[C@H](CC1)O2)C(=O)C=2N=C1N(N2)[C@@H](C[C@@H]1F)C1=CC=CC=C1